BrC1=CC2=C(N(C(=N2)C2=CC=CC=C2)C)C=C1Br 5,6-dibromo-1-methyl-2-phenyl-benzimidazole